FC1(CCC(CC1)[C@@H](C=1N=C2N(N=CC(=N2)C2N(CCC(C2)O)C(=O)OC(C)(C)C)C1)NC(=O)C1=NON=C1C)F tert-Butyl 2-(6-{(S)-(4,4-difluorocyclohexyl)[(4-methyl-1,2,5-oxadiazole-3-carbonyl)-amino]methyl}imidazo[1,2-b][1,2,4]triazin-3-yl)-4-hydroxypiperidine-1-carboxylate